FC=1C=C(C=CC1OC1=CC(=NC=C1)NC(C)C)NC(=O)NC1=CC(=NN1C=1C=C2C=CC=NC2=CC1)C(C)C 1-(3-fluoro-4-(2-(isopropylamino)pyridin-4-yloxy)phenyl)-3-(3-isopropyl-1-(quinolin-6-yl)-1H-pyrazol-5-yl)urea